4-(4-chlorophenyl)dibenzo[b,d]Furan ClC1=CC=C(C=C1)C1=CC=CC2=C1OC1=C2C=CC=C1